5-amino-3-(methylsulfanyl)-1,2,4-triazine-6-carboxylic acid NC=1N=C(N=NC1C(=O)O)SC